(2S)-N-((R)-(3-chloro-4-fluorophenyl)(6-(trifluoro-methyl)pyridin-2-yl)methyl)-2-methyl-3-oxopiperazine-1-carboxamide ClC=1C=C(C=CC1F)[C@@H](NC(=O)N1[C@H](C(NCC1)=O)C)C1=NC(=CC=C1)C(F)(F)F